C12C(C3CC(CC(C1)C3)C2)CC(=O)NCCN2CCC(CC2)[C@@H](C)N2C(=C(C3=CC=CC=C23)C(=O)NCC=2C(NC(=CC2C)C)=O)C 1-((R)-1-(1-(2-(2-((1R,3S,5R,7R)-adamantan-2-yl)acetamido)ethyl)piperidin-4-yl)ethyl)-N-((4,6-dimethyl-2-oxo-1,2-dihydropyridin-3-yl)methyl)-2-methyl-1H-indole-3-carboxamide